5-(allyloxy)isophthaloyl dichloride C(C=C)OC=1C=C(C=C(C(=O)Cl)C1)C(=O)Cl